NC(CCNNC(=O)[C@H](CC(C)C)NC(OCC1=CC=CC=C1)=O)=O Benzyl N-[(1S)-1-[[(3-amino-3-oxo-propyl)amino]carbamoyl]-3-methyl-butyl]carbamate